NCC1=C(C=O)C(=CC=C1)O 2-(AMINOMETHYL)-6-HYDROXYBENZALDEHYDE